ClCC1=NC2=C(N1)C=CC(=C2)C(F)(F)F 2-(chloromethyl)-5-(trifluoromethyl)-1H-1,3-benzodiazole